CC1(OC2=C(OC1)C=CC=C2N2CCNCC2)C 3,3-Dimethyl-5-(piperazin-1-yl)-2,3-dihydro-1,4-benzodioxine